ClC=1C(=NC(=NC1)NC1=C(C=C(C(=C1)CC)N1CCC(CC1)N1CCNCC1)OC)NC=1C(=C2N=CC=NC2=CC1)NS(=O)(=O)C N-(6-((5-chloro-2-((5-ethyl-2-methoxy-4-(4-(piperazin-1-yl)piperidin-1-yl)phenyl)amino)pyrimidin-4-yl)amino)quinoxalin-5-yl)methanesulfonamide